6-acetyl-2-[[5-[4-(2-aminoethyl)piperazin-1-yl]-2-pyridyl]amino]-8-cyclopentyl-5-methylpyrido[2,3-d]pyrimidin-7-one C(C)(=O)C1=C(C2=C(N=C(N=C2)NC2=NC=C(C=C2)N2CCN(CC2)CCN)N(C1=O)C1CCCC1)C